6-(p-tolyl)pyridine-2,3-diamine C1(=CC=C(C=C1)C1=CC=C(C(=N1)N)N)C